L-phenylalanine 2,2,2-trifluoroacetic acid salt FC(C(=O)O)(F)F.N[C@@H](CC1=CC=CC=C1)C(=O)O